NC[C@H](CC1=C(C=2N=C(N=C(C2S1)NCC=1OC=CC1)Cl)SC)C 6-[(2S)-3-Amino-2-methylpropyl]-2-chloro-N-[(furan-2-yl)methyl]-7-methylthio-thieno[3,2-d]pyrimidin-4-amine